5-fluoro-4-hydroxyquinoline-8-carbonitrile FC1=C2C(=CC=NC2=C(C=C1)C#N)O